ClC1=CC=C(C=C1)NC(CC(CO)N1CC2(C1)CN(CC2)C2=CC=C(C=C2)OC(F)(F)F)=O N-(4-Chlorophenyl)-4-hydroxy-3-{6-[4-(trifluoromethoxy)phenyl]-2,6-diazaspiro[3.4]octan-2-yl}butanamide